FC(N1N=CC(=C1)C1=CC(=NC(=C1F)C)C1=NC(=NO1)C1=NC=C(C=C1)F)F 5-(4-(1-(difluoromethyl)-1H-pyrazol-4-yl)-5-fluoro-6-methylpyridin-2-yl)-3-(5-fluoropyridin-2-yl)-1,2,4-oxadiazole